ClC1=C(C=C(C=C1)CC(=O)O)NC(=O)C=1N(C(=CC1)CCCC1=CC=CC=C1)C(C)C [4-chloro-3-({[1-isopropyl-5-(3-phenylpropyl)-1H-pyrrole-2-yl]carbonyl}amino)phenyl]acetic acid